ClC1=C(C=C(C=C1)CC1CCN(CC1)C(=O)N1C[C@@H]2[C@@H](OCC(N2)=O)CC1)F (4aR,8aS)-6-[4-[(4-chloro-3-fluoro-phenyl)methyl]piperidine-1-carbonyl]-4,4a,5,7,8,8a-hexahydropyrido[4,3-b][1,4]oxazin-3-one